2-benzyl-2-azaspiro[3.3]heptan-6-yl (2R,6S)-4-[5-(difluoromethoxy)pyrimidin-2-yl]-2,6-dimethylpiperazine-1-carboxylate FC(OC=1C=NC(=NC1)N1C[C@H](N([C@H](C1)C)C(=O)OC1CC2(CN(C2)CC2=CC=CC=C2)C1)C)F